C1(CC1)C1=CC(=NN1)NC(C1=CN=CC(=C1)N1C=CC=2C1=NC=C(C2)C(=O)N2CCC(CC2)(F)F)=O N-(5-cyclopropyl-1H-pyrazol-3-yl)-5-(5-(4,4-difluoropiperidine-1-carbonyl)-1H-pyrrolo[2,3-b]pyridin-1-yl)nicotinamide